diethylcarboxymethyl-phosphine C(C)P(CC(=O)O)CC